C(C)(C)(C)S(=O)(=O)C=1C(=CC=2N(C1)C(=CN2)C=2C=C(C=CC2)NCCCO)OC 3-((3-(6-(tert-butylsulfonyl)-7-methoxyimidazo[1,2-a]pyridin-3-yl)phenyl)amino)propan-1-ol